C(C)(C)(C)OC(=O)N1CCC(CC1)N1N=C2C=C(C(=CC2=C1)C(=O)O)OCC1CC1 2-(1-(tert-butoxycarbonyl)piperidin-4-yl)-6-(cyclopropylmethoxy)-2H-indazole-5-carboxylic acid